(2S,4R)-1-((R)-2-(3-(3-(1,3-dioxolan-2-yl)bicyclo[1.1.1]pentan-1-yl)isoxazol-5-yl)-3-methylbutanoyl)-4-hydroxy-N-((S)-1-(4-(4-methylthiazol-5-yl)phenyl)ethyl)pyrrolidine-2-carboxamide O1C(OCC1)C12CC(C1)(C2)C2=NOC(=C2)[C@H](C(=O)N2[C@@H](C[C@H](C2)O)C(=O)N[C@@H](C)C2=CC=C(C=C2)C2=C(N=CS2)C)C(C)C